3-(2-Chlorothiazol-5-yl)-N-(4-methyl-3-(pyridin-4-yl)-1H-pyrazol-5-yl)propanamide ClC=1SC(=CN1)CCC(=O)NC1=C(C(=NN1)C1=CC=NC=C1)C